C12COCC(N1C1=NC=C(C(=C1)N)Cl)C2 2-(3-oxa-6-azabicyclo[3.1.1]heptan-6-yl)-5-chloropyridin-4-amine